(3-(((2-amino-7-(thiophen-3-yl)quinolin-4-yl)oxy)methyl)oxetan-3-yl)methanol NC1=NC2=CC(=CC=C2C(=C1)OCC1(COC1)CO)C1=CSC=C1